6-cyclopropanecarboxamido-4-{[2-(1-cyclopropyl-1H-pyrazol-4-yl)-3-methoxypyridin-4-yl]amino}-N-(2H3)methylpyridazine-3-carboxamide C1(CC1)C(=O)NC1=CC(=C(N=N1)C(=O)NC([2H])([2H])[2H])NC1=C(C(=NC=C1)C=1C=NN(C1)C1CC1)OC